2-(3-acetamido-1-methyl-1H-pyrazol-5-yl)-2-oxoethyl (1S,3S)-7-(6-amino-3-chloro-2-fluorophenyl)-1-methyl-5-oxo-1,2,3,5-tetrahydroindolizine-3-carboxylate NC1=CC=C(C(=C1C1=CC(N2[C@@H](C[C@@H](C2=C1)C)C(=O)OCC(=O)C1=CC(=NN1C)NC(C)=O)=O)F)Cl